FC([C@H]1NCCC[C@H]1NC(OC(C)(C)C)=O)F |r| tert-butyl rac-((2S,3R)-2-(difluoromethyl)piperidin-3-yl)carbamate